N-[5-[(6-chloro-1,7-naphthyridin-4-yl)oxy]-2-pyridyl]-3-(4-fluorophenyl)-1-isopropyl-2,4-dioxo-pyrimidine-5-carboxamide ClC=1C=C2C(=CC=NC2=CN1)OC=1C=CC(=NC1)NC(=O)C=1C(N(C(N(C1)C(C)C)=O)C1=CC=C(C=C1)F)=O